methyl 2-chloro-6,6-difluoro-5,6,7,8-tetrahydroquinoline-3-carboxylate ClC1=NC=2CCC(CC2C=C1C(=O)OC)(F)F